CN1C(=CC(C2=CC=C(C=C12)NCCCP(O)(O)=O)=O)C(F)(F)F (3-((1-methyl-4-oxo-2-(trifluoromethyl)-1,4-dihydroquinolin-7-yl)amino)propyl)phosphonic acid